methyl 4'-fluoro-3-oxospiro[cyclohexane-1,1'-indene]-4-carboxylate FC1=C2C=CC3(C2=CC=C1)CC(C(CC3)C(=O)OC)=O